N-methyl-N-[7-(pyridin-2-yl)heptyl]propanamide CN(C(CC)=O)CCCCCCCC1=NC=CC=C1